(R)-4-(3-((2-((3-methyl-1-(1-methylpyrrolidin-3-yl)-1H-pyrazol-4-yl)amino)-5-(trifluoromethyl)pyrimidin-4-yl)amino)propyl)-1,4-oxazepan-3-one CC1=NN(C=C1NC1=NC=C(C(=N1)NCCCN1C(COCCC1)=O)C(F)(F)F)[C@H]1CN(CC1)C